Phenylmethylidene-amine C1(=CC=CC=C1)C=N